4-(2-amino-3-((4-(N-(tert-butyl)sulfamoyl)phenyl)amino)-3-oxopropyl)piperidine-1-carboxylic acid benzyl ester hydrochloride Cl.C(C1=CC=CC=C1)OC(=O)N1CCC(CC1)CC(C(=O)NC1=CC=C(C=C1)S(NC(C)(C)C)(=O)=O)N